OC(C1=CC=CC=C1)(P(O)(=O)O)P(O)(=O)O hydroxytoluenediphosphonic acid